ClC1=CC=C(C=N1)C1=NC=2N(C(N(C(C2N1)=O)CCC)=O)CCOC 8-(6-chloropyridin-3-yl)-3-(2-methoxyethyl)-1-propylxanthine